2,9-dimethyl-dibenzo[c,e][1,2]oxathiane-6-oxide CC=1C=CC2=C(C3=C(S(O2)=O)C=CC(=C3)C)C1